N[C@H](C(=O)NC1=CC=C(COC(=O)N(CCS(=O)(=O)C)COC/C(=C/CCP(=O)(OC2=CC=CC=C2)N[C@@H](C)C(=O)OCC2=CC=CC=C2)/C)C=C1)C Benzyl (({E}-5-(((((4-((S)-2-aminopropanamido)benzyl)oxy)carbonyl)(2-(methylsulfonyl)ethyl)amino)methoxy)-4-methylpent-3-en-1-yl)(phenoxy)phosphoryl)-L-alaninate